FC1CC2(CN(C2)C=2C=C3C(=CC=NC3=CC2)C(=O)OC)C1 Methyl 6-(6-fluoro-2-azaspiro[3.3]heptan-2-yl)quinoline-4-carboxylate